(2-((1,2-dimethylhydrazino)methyl)-1H-indol-1-yl)-7,10,13-tris(2-methoxyethyl)-2,3-dimethyl-4,8,11,14,17-pentaoxo-3,7,10,13,16-pentaazanonadecane-1-oic acid CN(NC)CC=1N(C2=CC=CC=C2C1)C(C(=O)O)(N(C(CCN(C(CN(C(CN(C(CNC(CC)=O)=O)CCOC)=O)CCOC)=O)CCOC)=O)C)C